3'-(3-carbamoylimidazo[1,2-a]pyridin-6-yl)-[2,2'-bipyridine]-5-carboxylate C(N)(=O)C1=CN=C2N1C=C(C=C2)C=2C(=NC=CC2)C2=NC=C(C=C2)C(=O)[O-]